C(#N)C1CC2(C1)CC(N(CC2)CC2=C1C=CNC1=C(C=C2OC)C)C2=CC=C(C(=O)NCC1COCC1)C=C2 4-(2-cyano-7-((5-methoxy-7-methyl-1H-indol-4-yl)methyl)-7-azaspiro[3.5]nonan-6-yl)-N-((tetrahydrofuran-3-yl)methyl)benzamide